N2,N4-bis[2-(dodecyloxy)ethyl]-3-nitroquinoline-2,4-diamine C(CCCCCCCCCCC)OCCNC1=NC2=CC=CC=C2C(=C1[N+](=O)[O-])NCCOCCCCCCCCCCCC